C(C)OCOC1=C(C=CC(=C1)C#CC)C1=C(C=C(N=N1)N[C@H]1CN(CCC1)C)C (R)-6-(2-(ethoxymethoxy)-4-(prop-1-yn-1-yl)phenyl)-5-methyl-N-(1-methylpiperidine-3-yl)pyridazin-3-amine